(1S,3R,4R)-3-fluoro-N4-(2-{3-[(4-methanesulfonyl-2-methoxyphenyl)amino]prop-1-yn-1-yl}-1-(2,2,2-trifluoroethyl)-1H-indol-4-yl)-N1,N1-dimethylcyclohexane-1,4-diamine F[C@@H]1C[C@H](CC[C@H]1NC1=C2C=C(N(C2=CC=C1)CC(F)(F)F)C#CCNC1=C(C=C(C=C1)S(=O)(=O)C)OC)N(C)C